2-(6-fluoro-4,4-dimethyl-2-oxo-chroman-7-yl)acetic acid methyl ester COC(CC1=C(C=C2C(CC(OC2=C1)=O)(C)C)F)=O